3,4-dimethyl-5-[(1-methylethyl)sulfonyl]benzoic acid CC=1C=C(C(=O)O)C=C(C1C)S(=O)(=O)C(C)C